1-[2,4-difluoro-(trifluoromethyl)phenyl]-4-(4-propylcyclohexyl)cyclohexanol benzyl-(2-((2-((((9H-fluoren-9-yl)methoxy)carbonyl)amino)acetamido)methoxy)acetyl)-L-alaninate C(C1=CC=CC=C1)N([C@@H](C)C(=O)OC1(CCC(CC1)C1CCC(CC1)CCC)C1=C(C(=C(C=C1)F)C(F)(F)F)F)C(COCNC(CNC(=O)OCC1C2=CC=CC=C2C=2C=CC=CC12)=O)=O